C(C)(C)N1C(=NC(=C1)C(F)(F)F)C1=C(C=C(C(=O)OC)C=C1)OC methyl 4-(1-isopropyl-4-(trifluoromethyl)-1H-imidazol-2-yl)-3-methoxybenzoate